C(C(=C)C)(=O)OCCN1C(NCC1)=O 1-(2-methacryloyloxyethyl)2-imidazolidone